ClC1=C(C=CC=C1C(F)(F)F)C(C)NC(=O)C1=CN(C(C=C1NC1CCN(CC1)C)=O)C1(CC1)C(F)F N-(1-(2-chloro-3-(trifluoromethyl)phenyl)ethyl)-1-(1-(difluoromethyl)cyclopropyl)-4-((1-methylpiperidin-4-yl)amino)-6-oxo-1,6-dihydropyridine-3-carboxamide